hexamethyl-1,3,4,6,7,8-hexa-hydro-cyclopenta[g]benzopyran CC1=C2C(=CC3=C1C(C(C(O3)C)(C)C)(C)C)CCC2